NC=1C=CC(=C(C1)C1=CC(=NC=C1)C1=CC(=NC=C1)NC(OC(C)(C)C)=O)C tert-butyl (4-(5-amino-2-methylphenyl)-[2,4'-bipyridin]-2'-yl)carbamate